6-Methoxy-1-methyl-3,4-dihydroisoquinoline COC=1C=C2CCN=C(C2=CC1)C